N-((3-methoxy-6-(4-methoxy-4-methylpiperidin-1-yl)pyridin-2-yl)sulfonyl)-5-(pyridin-2-yl)quinoline-2-carboxamide COC=1C(=NC(=CC1)N1CCC(CC1)(C)OC)S(=O)(=O)NC(=O)C1=NC2=CC=CC(=C2C=C1)C1=NC=CC=C1